tert-butyl-2-(3,5-dimethylhex-4-en-1-yl)cyclopropane C(C)(C)(C)C1C(C1)CCC(C=C(C)C)C